3-methyl-2-[3-(5-oxopentyloxy)isoxazol-5-yl]butanoic acid CC(C(C(=O)O)C1=CC(=NO1)OCCCCC=O)C